C(CCC)S(=O)(=O)OO hydroxy butylsulfonate